4-(4-(benzo[d][1,3]dioxol-5-yl)-5-(pyridine-2-yl)-1H-imidazol-2-yl)benzamide O1COC2=C1C=CC(=C2)C=2N=C(NC2C2=NC=CC=C2)C2=CC=C(C(=O)N)C=C2